6-Chloro-4-((3-chloro-4-(cyclopropylmethoxy)-2-fluorophenyl)amino)-1,5-naphthyridine-3-carbonitrile ClC=1N=C2C(=C(C=NC2=CC1)C#N)NC1=C(C(=C(C=C1)OCC1CC1)Cl)F